4-bromo-3-fluoro-N-methylbenzamide BrC1=C(C=C(C(=O)NC)C=C1)F